(7-methoxy-5-methylbenzofuran-2-yl)boric acid COC1=CC(=CC=2C=C(OC21)OB(O)O)C